4-{[3-(4-{[(3S,4R)-1-ethyl-3-fluoropiperidin-4-yl]amino}-1-(2,2,2-trifluoroethyl)-1H-indol-2-yl)prop-2-yn-1-yl]amino}-3-methoxybenzoic acid C(C)N1C[C@@H]([C@@H](CC1)NC1=C2C=C(N(C2=CC=C1)CC(F)(F)F)C#CCNC1=C(C=C(C(=O)O)C=C1)OC)F